NC=1C(=NC=C(C1)S(=O)(=O)C1=C(C=C(C=C1)C(F)(F)F)F)C(=O)NC[C@@H]1COCC1 3-amino-5-{[2-fluoro-4-(trifluoromethyl)phenyl]sulfonyl}-N-[(3R)-tetrahydrofuran-3-ylmethyl]pyridine-2-carboxamide